CS(=O)(=O)C1=CC=C(C=C1)S(=O)(=O)NC1=C(C(=O)O)C=C(C=C1)C(F)(F)F 2-((4-(methylsulfonyl)phenyl)sulphonamido)-5-(trifluoromethyl)benzoic acid